C(C1=CC=CC=C1)OCC(C(=O)O)NC(C(C)(C)NC(=O)OC(C)(C)C)=O 3-(Benzyloxy)-2-{2-[(tert-butoxycarbonyl)amino]-2-methylpropionamido}propanoic acid